FC1=C(C=CC(=C1)F)C1=C(C=C2C(=NC(N3C2=C1SC[C@H](C3)O)=O)N3[C@H](CNCC3)C)C(F)(F)F (3S)-11-(2,4-difluorophenyl)-3-hydroxy-8-((S)-2-methylpiperazin-1-yl)-10-(trifluoromethyl)-3,4-dihydro-2H,6H-[1,4]thiazepino[2,3,4-ij]quinazolin-6-one